(2s,3r,1's)-2,3-dihydro-3,5-dimethyl-2-ethyl-6-(1-methyl-2-oxobutyl)-4H-pyran-4-one C[C@@H]1[C@@H](OC(=C(C1=O)C)C(C(CC)=O)C)CC